2-(6-azaspiro[2.5]octan-6-yl)-N-(6-((2-hydroxyethyl)amino)-2-pyridinyl)-6-((1-hydroxy-2-methyl-2-propanyl)amino)-3-pyridinecarboxamide C1CC12CCN(CC2)C2=NC(=CC=C2C(=O)NC2=NC(=CC=C2)NCCO)NC(CO)(C)C